tert-butyl (1-((2S,3S)-1-methyl-5-oxo-2-(pyridin-3-yl)pyrrolidin-3-yl)-1-oxo-5,8,11,14-tetraoxa-2-azahexadecan-16-yl)carbamate CN1[C@@H]([C@H](CC1=O)C(NCCOCCOCCOCCOCCNC(OC(C)(C)C)=O)=O)C=1C=NC=CC1